C(C)(C)(C)OC(=O)N1CCCC=C1C=1C=C2C3(C(NC2=C(C1)Cl)=O)CC3 6-(7'-Chloro-2'-oxospiro[cyclopropane-1,3'-indolin]-5'-yl)-3,4-dihydropyridine-1(2H)-carboxylic acid tert-butyl ester